C1(=CC(=CC(=C1)C1=CC=CC=C1C(=O)O)C1=CC=CC=C1C(=O)O)C1=CC=CC=C1C(=O)O 1,3,5-Benzenetribenzoic acid